1-[2-(difluoromethoxy)-4-(trifluoromethyl)phenyl]-N-[(3r,5r)-5-fluoro-1-methylpiperidin-3-yl]imidazo[1,5-d][1,2,4]triazin-4-amine FC(OC1=C(C=CC(=C1)C(F)(F)F)C=1C=2N(C(=NN1)N[C@H]1CN(C[C@@H](C1)F)C)C=NC2)F